(S)-N-(piperidin-3-yl)-4-(4-(trifluoromethyl)phenyl)phthalazin-1-amine N1C[C@H](CCC1)NC1=NN=C(C2=CC=CC=C12)C1=CC=C(C=C1)C(F)(F)F